N1=C(C=NC=C1)NS(=O)(=O)C1CC1 N-(pyrazin-2-yl)cyclopropanesulfonamide